OC1C2N(C(C3=C(N1)C=C(C(=C3)OC)O[Si](C(C)C)(C(C)C)C(C)C)=O)CCCC2 6-hydroxy-2-methoxy-12-oxo-3-((triisopropylsilyl)oxy)-6,6a,7,8,9,10-hexahydrobenzo[e]pyrido[1,2-a][1,4]diazepine